nicotinic acid [1-(4-fluoro-phenyl)-5-hydroxy-3-methyl-1H-pyrazol-4-yl-methylene]-hydrazide FC1=CC=C(C=C1)N1N=C(C(=C1O)C=NNC(C1=CN=CC=C1)=O)C